NC1=C(C=C(C=N1)C=1C=NN(C1)C1CCN(CC1)CCCOCCNC1=C2CN(C(C2=CC=C1)=O)C1C(NC(CC1)=O)=O)O[C@H](C)C1=C(C(=CC=C1Cl)F)Cl 3-(4-((2-(3-(4-(4-(6-amino-5-((R)-1-(2,6-dichloro-3-fluorophenyl)ethoxy)pyridin-3-yl)-1H-pyrazol-1-yl)piperidin-1-yl)propoxy)ethyl)amino)-1-oxoisoindolin-2-yl)piperidine-2,6-dione